(S)-4-(2-amino-3-(4-(2,2,2-trifluoroacetamido)phenyl)propionamido)benzoic acid N[C@H](C(=O)NC1=CC=C(C(=O)O)C=C1)CC1=CC=C(C=C1)NC(C(F)(F)F)=O